tert-butyl (1-(1-(2-(2-(2-hydroxyethoxy)ethoxy)ethyl)-1H-1,2,3-triazol-4-yl)-2,5,8,11-tetraoxatridecan-13-yl)carbamate OCCOCCOCCN1N=NC(=C1)COCCOCCOCCOCCNC(OC(C)(C)C)=O